(7S)-3-cyclopropyl-9-(2,6-difluorophenyl)-7-methyl-13,16-dioxa-18-thia-2,4,5,8-tetraazatetracyclo[8.8.0.02,6.011,17]octadeca-1(10),3,5,8,11(17)-pentaene C1(CC1)C=1N2C=3SC=4OCCOCC4C3C(=N[C@H](C2=NN1)C)C1=C(C=CC=C1F)F